(2-fluorophenyl)-((5-(4-methoxy-3-methylphenyl)thiophen-2-yl)methyl)-5-(4-methylpiperazine-1-yl)pyrazine-2-carboxamide FC1=C(C=CC=C1)C1=C(N=C(C(=N1)C(=O)N)CC=1SC(=CC1)C1=CC(=C(C=C1)OC)C)N1CCN(CC1)C